N-(2-chloro-4-(trifluoromethyl)phenyl)-2-(2-(difluoromethyl)-6-ethyl-3-methyl-8-oxo-7-(piperazin-1-yl)pyrido[2,3-b]pyrazin-5(8H)-yl)acetamide hydrochloride Cl.ClC1=C(C=CC(=C1)C(F)(F)F)NC(CN1C(=C(C(C=2C1=NC(=C(N2)C(F)F)C)=O)N2CCNCC2)CC)=O